C([O-])([O-])=O.[K+].C(C=1C(N)=CC=CC1)(=O)N=[N+]=[N-].[K+] Anthranilic acid azide potassium carbonate